Sodium (S)-(4-((5,7-difluorochroman-4-yl)oxy)-6-(dimethylcarbamoyl)-2-methyl-1H-benzo[d]imidazole-1-yl)methyl phosphate P(=O)(OCN1C(=NC2=C1C=C(C=C2O[C@H]2CCOC1=CC(=CC(=C21)F)F)C(N(C)C)=O)C)([O-])[O-].[Na+].[Na+]